ClC=1C=C(\C=N\C(C(=O)O)C(CC)C)C=C(C1OC(\C=C\C1=CC=CC=C1)=O)OC 2-((E)-((E)-3-chloro-4-(cinnamoyloxy)-5-methoxybenzylidene)amino)-3-methylpentanoic acid